tert-butyl 19-(2,6-dimethylphenyl)-8,15,15-trioxo-2-oxa-15λ6-thia-5,9,16,18,21,22-hexaazatetracyclo[15.3.1.13,7.110,14]tricosa-1(21),10,12,14(22),17,19-hexaene-5-carboxylate CC1=C(C(=CC=C1)C)C=1N=C2NS(C=3C=CC=C(NC(C4CN(CC(OC(C1)=N2)C4)C(=O)OC(C)(C)C)=O)N3)(=O)=O